2-hydroxy-hexanoic acid OC(C(=O)O)CCCC